ClC=1C=C(C=NC1N1N=CC=N1)NC(=O)NC=1C=NC=2N(C1[C@H](C(C)C)OC)N=C(C2)F (S)-1-(5-chloro-6-(2H-1,2,3-triazol-2-yl)pyridin-3-yl)-3-(2-fluoro-7-(1-methoxy-2-methylpropyl)-pyrazolo[1,5-a]pyrimidin-6-yl)urea